2-methyl-8-(4,4,5,5-tetramethyl-1,3,2-dioxaborolan-2-yl)-3H-pyrrolo[2,3-c]isoquinoline CC1=CC2=C(N=CC=3C=CC(=CC23)B2OC(C(O2)(C)C)(C)C)N1